C1(CCCCC1)C=1C=C(C=CC1)S(=O)(=O)OC1CS(C=C1)(=O)=O 1,1-dioxido-2,3-dihydrothiophen-3-yl 3-cyclohexylbenzenesulfonate